C1(CC1)N1N=C(C=CC1=O)C(=O)[O-] 1-cyclopropyl-6-oxo-1,6-dihydropyridazine-3-carboxylate